N1[C@@H](CCC1)CCNC(O[C@H]1[C@H](NC[C@@H]1O)CC1=CC=C(C=C1)C1=CC=CC=C1)=O (2R,3S,4S)-2-{[1,1'-biphenyl]-4-ylmethyl}-4-hydroxypyrrolidin-3-yl N-{2-[(2S)-pyrrolidin-2-yl]ethyl}carbamate